2-(5-fluoro-1H-indol-3-yl)ethan-1-amine hydrochloride Cl.FC=1C=C2C(=CNC2=CC1)CCN